1-cyclopropyl-6-fluoro-3-({[(3S,5S)-5-fluoro-1-(pyrazin-2-yl)piperidin-3-yl][(2-methylpyridin-4-yl)methyl]amino}methyl)-7-(2-hydroxyethoxy)-1,4-dihydroquinolin-4-one hydrochloride Cl.C1(CC1)N1C=C(C(C2=CC(=C(C=C12)OCCO)F)=O)CN(CC1=CC(=NC=C1)C)[C@@H]1CN(C[C@H](C1)F)C1=NC=CN=C1